C1(CC1)C1=CC(=NC=2N1N=C(C2)C2=C(C=C(C=C2OCCO)N2C[C@H](CC2)C(=O)N)F)C(=O)N2[C@@H](C1=CC=CC=C1CC2)C (S)-1-(4-(7-cyclopropyl-5-((R)-1-methyl-1,2,3,4-tetrahydroisoquinoline-2-carbonyl)pyrazolo[1,5-a]pyrimidin-2-yl)-3-fluoro-5-(2-hydroxyethoxy)phenyl)pyrrolidine-3-carboxamide